N1C=CC=2C1=NC=CC2N2N=C1CCCCC1=C2 2-(1H-pyrrolo[2,3-b]pyridin-4-yl)-4,5,6,7-tetrahydro-2H-indazole